O=C1NC(CCC1N1C(N(C2=C1C=CC=C2C2CC1CCC(C2)N1C(=O)OC(C)(C)C)C)=O)=O Tert-butyl 3-[1-(2,6-dioxo-3-piperidyl)-3-methyl-2-oxo-benzimidazol-4-yl]-8-azabicyclo[3.2.1]octane-8-carboxylate